perfluorononyl-sulfonic acid FC(C(C(C(C(C(C(C(C(F)(F)F)(F)F)(F)F)(F)F)(F)F)(F)F)(F)F)(F)F)(S(=O)(=O)O)F